(2s,3s,4r,5r,6s)-2-((1,3-dioxoisoindolin-2-yl) oxy)-6-methyltetrahydro-2H-pyran-3,4,5-triyltriacetate O=C1N(C(C2=CC=CC=C12)=O)O[C@@H]1O[C@H]([C@@H]([C@H]([C@@H]1CC(=O)[O-])CC(=O)[O-])CC(=O)[O-])C